FC1=CC=C(C=C1)C(C)N1N=C(N=N1)C=1C=C(C=NC1OC)C1=CC=C2C(=NNC2=C1)C(=O)NC([2H])([2H])[2H] 6-(5-(2-(1-(4-fluorophenyl)ethyl)-2H-tetrazol-5-yl)-6-methoxypyridin-3-yl)-N-(methyl-d3)-1H-indazole-3-carboxamide